C1(CCCC1)N1C(=CC2=C1N=C(N=C2)NC2=CC=C(C=N2)N2CCN(CC2)C(C(=O)O)C)C(N(C)C)=O 2-{4-[6-(7-Cyclopentyl-6-dimethylcarbamoyl-7H-pyrrolo[2,3-d]pyrimidin-2-ylamino)-pyridin-3-yl]-piperazin-1-yl}-propionic acid